tert-butyl N-(5-(6-((1-(4,4-difluoro-3-phenylbutyryl)-4-hydroxypiperidin-4-yl) methyl)-7-oxo-6,7-dihydroisothiazolo[4,3-d]pyrimidin-3-yl)-2,3-dihydro-1H-inden-2-yl)-N-methylcarbamate FC(C(CC(=O)N1CCC(CC1)(O)CN1C=NC=2C(C1=O)=NSC2C=2C=C1CC(CC1=CC2)N(C(OC(C)(C)C)=O)C)C2=CC=CC=C2)F